COC=1C=C2C(N(N(C2=C2C1C=CC=C2)C(=O)OC(C)(C)C)C2=CC=CC=C2)=O tert-butyl 5-methoxy-3-oxo-2-phenyl-2,3-dihydro-1H-benzo[g]indazole-1-carboxylate